2-(4-chlorophenoxy)-2-methyl-N-(4-((4-(trifluoromethoxy)benzyl)oxy)phenyl)propanamide ClC1=CC=C(OC(C(=O)NC2=CC=C(C=C2)OCC2=CC=C(C=C2)OC(F)(F)F)(C)C)C=C1